ClC1=CC=CC=2OC3=CC(=CC=C3C(C12)NC(=O)C=1C(NC(=CC1C)C(F)(F)F)=O)Cl N-(1,6-dichloro-9H-xanthen-9-yl)-4-methyl-2-oxo-6-(trifluoromethyl)-1,2-dihydropyridine-3-carboxamide